ClC=1C(=C(OC2=CC=C(C=C2)C2=NN(C3=C2C=NC=C3)[C@H]3CN(CCC3)C(C=C)=O)C=CC1)C (R)-1-(3-(3-(4-(3-chloro-2-methylphenoxy)phenyl)-1H-pyrazolo[4,3-c]pyridin-1-yl)piperidin-1-yl)prop-2-en-1-one